ethyl 2-[3-(2,6-difluoro-4-methoxyphenyl)-4-[4-(difluoromethoxy)benzamido]-2-methyl-5-oxo-2,5-dihydro-1H-pyrazol-1-yl]acetate FC1=C(C(=CC(=C1)OC)F)C=1N(N(C(C1NC(C1=CC=C(C=C1)OC(F)F)=O)=O)CC(=O)OCC)C